1-(4-ethylpiperazin-1-yl)-2-(2-fluoro-4-nitrophenyl)ethanone C(C)N1CCN(CC1)C(CC1=C(C=C(C=C1)[N+](=O)[O-])F)=O